C1(=CC=CC=C1)COC1=C(C=CC=C1)O 2-(Phenylmethoxy)phenol